phenyl[(Naphthobenzofuranyl)naphthyl]anthracene-d5 tert-butyl-(4S)-4-(fluoromethyl)-2-oxo-thiazolidine-3-carboxylate C(C)(C)(C)OC(=O)N1C(SC[C@@H]1CF)=O.C1(=CC=CC=C1)C=1C(=C2C(=C3C(=C(C(=C(C3=CC2=CC1)[2H])[2H])[2H])[2H])[2H])C1=C(C=CC2=CC=CC=C12)C1=COC=2C1=CC=C1C2C=CC2=CC=CC=C21